ethyl 4-(methyl ((1r,4r)-4-((N-methylsulfamoyl) methyl) cyclohexyl) amino)-1H-pyrrolo[2,3-b]pyridine-5-carboxylate CN(C1=C2C(=NC=C1C(=O)OCC)NC=C2)C2CCC(CC2)CS(NC)(=O)=O